CN(C1=CC=C(C=C1)NC1=CC=C(C=C1)O)C 4-{[4-(dimethylamino)phenyl]amino}phenol